N-hexyl-N'-dodecyl-urea C(CCCCC)NC(=O)NCCCCCCCCCCCC